ClC1=NC=NC2=C1N(C=1C=CC(=CC21)CN2CC1(C2)NCCC1)CC(F)(F)F 4-chloro-8-(2,5-diazaspiro[3.4]octan-2-ylmethyl)-5-(2,2,2-trifluoroethyl)pyrimido[5,4-b]indole